ClC=1C=C2C=C(NC2=CC1C1=CC=C(C(=N1)F)NC)CNC(=O)NC 6-{5-chloro-2-[(3-methylureido)methyl]-6-indolyl}-2-fluoro-3-(methylamino)pyridine